FC1=C2C=NN(C2=C(C=C1)B1OC(C(O1)(C)C)(C)C)C 4-Fluoro-1-methyl-7-(4,4,5,5-tetramethyl-1,3,2-dioxaborolan-2-yl)-1H-indazole